6-(dimethylamino)-5-formylnaphthalene-1-sulfonyl chloride CN(C=1C(=C2C=CC=C(C2=CC1)S(=O)(=O)Cl)C=O)C